CN1C2=CC=C(C=C2C=2C=C(C=CC12)[N+](=O)[O-])[N+](=O)[O-] 9-methyl-3,6-dinitrocarbazole